C(OCC(F)(F)F)(OCC(F)(F)F)=O bis-(2,2,2-trifluoroethyl) carbonate